1-[6-(6-bromopyrazolo[1,5-a]pyridin-3-yl)-3-(difluoromethyl)pyridin-2-yl]-5-methylpyrazole-3-carbonitrile BrC=1C=CC=2N(C1)N=CC2C2=CC=C(C(=N2)N2N=C(C=C2C)C#N)C(F)F